ClC(=O)[O-] 1-chloroformate